4-(3-fluorophenyl)-1-(5-(isopropylsulfanyl)-4-(2-(trifluoromethyl)pyrimidin-5-yl)thiazol-2-yl)-3-methyl-1H-pyrazole-5-carboxylic acid FC=1C=C(C=CC1)C=1C(=NN(C1C(=O)O)C=1SC(=C(N1)C=1C=NC(=NC1)C(F)(F)F)SC(C)C)C